CO[Si](CCCNC(C(=O)OCC)CC(=O)OCC)(OC)OC diethyl N-(3-trimethoxysilyl-propyl)-aminosuccinate